tert-butyl 6-[1-(3-amino-6-chloro-pyridazin-4-yl)pyrazol-4-yl]-2-azaspiro[3.3]hept-6-ene-2-carboxylate NC=1N=NC(=CC1N1N=CC(=C1)C=1CC2(CN(C2)C(=O)OC(C)(C)C)C1)Cl